NC(CC[C@@H](C=1OC(=NN1)C1(CC(C1)CO)N)NC(N[C@H](C(=O)O)[C@@H](C)O)=O)=O (2S,3R)-2-(3-((S)-4-amino-1-(5-(1-amino-3-(hydroxymethyl)cyclobutyl)-1,3,4-oxadiazol-2-yl)-4-oxobutyl)ureido)-3-hydroxybutyric acid